13-bromo-21-fluoro-4,14,19-trimethoxy-16,16-dioxo-9-oxa-16λ6-thia-5,17-diazatetracyclo[16.3.1.111,15.02,7]tricosa-1(21),2(7),3,5,11,13,15(23),18(22),19-nonaen-10-one BrC=1C=C2C(OCC=3C=NC(=CC3C3=C(C=C(C(NS(C(C1OC)=C2)(=O)=O)=C3)OC)F)OC)=O